COC=1C=C2C(=C(C(N(C2=CC1O[C@H]1COCC1)C)=O)C#N)N1CCC(CC1)C=1OC2=C(N1)C=C(C=C2)C |r| rac-6-methoxy-1-methyl-4-[4-(5-methyl-1,3-benzooxazol-2-yl)piperidin-1-yl]-2-oxo-7-[(oxolan-3-yl)oxy]-1,2-dihydroquinoline-3-carbonitrile